5-(2-chloro-3-fluoro-phenyl)-3-isopropyl-1-{2-[4-(7-Methoxy-2-oxo-1,2,4,5-tetrahydro-benzo[d][1,3]diazepin-3-yl)-piperidin-1-yl]-2-oxo-ethyl}-1H-pyrimidine-2,4-dione ClC1=C(C=CC=C1F)C=1C(N(C(N(C1)CC(=O)N1CCC(CC1)N1C(NC2=C(CC1)C=C(C=C2)OC)=O)=O)C(C)C)=O